(3-amino-4,5-dihydropyrano[3,4-c]pyrazol-1(7H)-yl)(8-methyl-1,2,3,4-tetrahydro-quinolin-4-yl)methanone NC=1C2=C(N(N1)C(=O)C1CCNC3=C(C=CC=C13)C)COCC2